calcium dinatrium (6-(4-chlorophenylethoxy)naphthalen-2-yl)boronic acid ClC1=CC=C(C=C1)CCOC=1C=C2C=CC(=CC2=CC1)B(O)O.[Na].[Na].[Ca]